meta-chloro-N,N-dimethylaniline ClC=1C=C(N(C)C)C=CC1